S(=O)(=O)(O)OCC1=CC=C2CCC3(C2=C1)CCC(CC3)C(=O)[O-] 6'-[(sulfooxy)methyl]-2',3'-dihydrospiro[cyclohexane-1,1'-indene]-4-carboxylate